BrC1=CC=C2C(=CC(=NC2=C1)N1[C@@H](CCC1)COCCC(=O)O)C1=NN=CN1 (S)-3-((1-(7-bromo-4-(4H-1,2,4-triazol-3-yl)quinolin-2-yl)pyrrolidin-2-yl)methoxy)propionic acid